CN1CCC(CC1)NC(=O)C=1C=NN2C1C=C(C=C2)C2=CNC=1N=C(N=CC12)NCC(F)(F)F N-(1-methylpiperidin-4-yl)-5-(2-((2,2,2-trifluoroethyl)amino)-7H-pyrrolo[2,3-d]pyrimidin-5-yl)pyrazolo[1,5-a]pyridine-3-carboxamide